(S)-4-(2-(4-Ethylthiazol-2-yl)-2-(2-(3-fluorophenyl)acetamido)ethyl)phenylsulfamic acid C(C)C=1N=C(SC1)[C@H](CC1=CC=C(C=C1)NS(O)(=O)=O)NC(CC1=CC(=CC=C1)F)=O